FC(C)(F)C1=NC(=CC(=N1)NC1=CC(=NC=C1C1=NN2C([C@H](N(CC2)C)C)=C1)NC(C)=O)C (R)-N-(4-((2-(1,1-difluoroethyl)-6-methylpyrimidin-4-yl)amino)-5-(4,5-dimethyl-4,5,6,7-tetrahydropyrazolo[1,5-a]pyrazin-2-yl)pyridin-2-yl)acetamide